tert-butyl 3-[6-[3-(tert-butoxycarbonylamino)-2-fluoro-1-naphthyl]-5-fluoro-3,4-dimethyl-2,7-naphthyridin-1-yl]-3,8-diazabicyclo[3.2.1]octane-8-carboxylate C(C)(C)(C)OC(=O)NC=1C(=C(C2=CC=CC=C2C1)C=1C(=C2C(=C(N=C(C2=CN1)N1CC2CCC(C1)N2C(=O)OC(C)(C)C)C)C)F)F